C(C1=CC=CC=C1)OC(C1=CC=CC=C1)=O benzoic acid benzyl ester